1,1-difluoro-5-azaspiro[2.4]heptane-5-carboxylate FC1(CC12CN(CC2)C(=O)[O-])F